N-(3-chloro-4-fluorophenyl)-7-fluoro-1-(2-hydroxyacetamido)-2,3-dihydro-1H-indene-4-carboxamide ClC=1C=C(C=CC1F)NC(=O)C=1C=2CCC(C2C(=CC1)F)NC(CO)=O